NC=1C=NC2=CC=CC=C2C1N[C@H](C)C1(CC=CC1)O 1-[(1R)-1-[(3-amino-4-quinolinyl)amino]ethyl]cyclopent-3-en-1-ol